C(C(C)C)NCC1=C(C(=O)O)C=CC=C1 2-((isobutylamino)methyl)benzoic acid